OC1=CC(=C2C(N(C(C2=C1)=O)C1CC(C1)(C)O)(C)C)C(F)(F)F 6-hydroxy-3,3-dimethyl-2-[(cis)-3-hydroxy-3-methylcyclobutyl]-4-(trifluoromethyl)isoindol-1-one